α-carboxyltryptamine C(=O)(O)C(N)CC1=CNC2=CC=CC=C12